FC(COC=1C=C(C=CC1)C1=C(N=C(S1)N)C1=C(C=CC=C1C)OC(C)C)(C(C)(C)C)F 5-(3-(2,2-Difluoro-3,3-dimethylbutoxy)phenyl)-4-(2-isopropoxy-6-methylphenyl)thiazol-2-amine